ClC1=NC=C(C(=N1)NC=1C=CC=C2C=CN(C12)S(=O)(=O)C)C N-(2-chloro-5-methylpyrimidin-4-yl)-1-(methylsulfonyl)indol-7-amine